2-(pyridin-4-yl)-1H-benzo[d]imidazole-4-carboxylic acid N1=CC=C(C=C1)C1=NC2=C(N1)C=CC=C2C(=O)O